Cl.COC1=CC=C(C=C1)S(=O)(=O)N 4-methoxybenzenesulfonamide hydrochloride